C(C)NC(CC1N(C(CC1)=O)CC1=CC=C(C=C1)C)=O N-ethyl-2-[1-[(4-methylphenyl)methyl]-5-oxopyrrolidin-2-yl]acetamid